7-methyl-9-(oxetan-3-yl)-2-(2-(2-(trifluoromethyl)pyridin-4-yl)-2,6-diazaspiro[3.4]octan-6-yl)-7,9-dihydro-8H-purin-8-one CN1C(N(C2=NC(=NC=C12)N1CC2(CN(C2)C2=CC(=NC=C2)C(F)(F)F)CC1)C1COC1)=O